(6-nitrochroman-2-yl)methanol [N+](=O)([O-])C=1C=C2CCC(OC2=CC1)CO